C(C1=CC=CC=C1)NC(C(C1=CC=C(C=C1)[N+](=O)[O-])N(C(C#C)=O)C1=CC=C(C=C1)Cl)=O N-(2-(Benzylamino)-1-(4-nitrophenyl)-2-oxoethyl)-N-(4-chlorophenyl)-propiolamide